2-(2-nitro-1H-imidazol-1-yl)ethan-1-amine hydrochloride Cl.[N+](=O)([O-])C=1N(C=CN1)CCN